4-[2-[(1R,3R)-3-(dimethylamino)cyclopentyl]-4-(trifluoromethyl)thiazol-5-yl]-5-fluoro-N-(1-methylsulfonyl-4-piperidyl)pyrimidin-2-amine CN([C@H]1C[C@@H](CC1)C=1SC(=C(N1)C(F)(F)F)C1=NC(=NC=C1F)NC1CCN(CC1)S(=O)(=O)C)C